C(CC)[Si](OCCC)(OCCC)CCC di-n-propyl-dipropoxysilane